6-(2,6-dichlorophenyl)-8-methyl-2-[[1-(1-methyl-4-piperidyl)pyrazol-4-yl]amino]pyrido[4,3-d]pyrimidin-5-one ClC1=C(C(=CC=C1)Cl)N1C(C2=C(N=C(N=C2)NC=2C=NN(C2)C2CCN(CC2)C)C(=C1)C)=O